C(C(=C)C)(=O)OCCOCCOC(C(=C)C)=O di(2-methacryloxyethyl) ether